C1(CC2C(CC1)O2)CCCCCC[Si](OCC)(OCC)C 6-(3,4-epoxycyclohexyl)hexylmethyldiethoxysilane